rel-(2s,3r,4r,5s)-4-[[3-[2-(difluoromethoxy)-3,4-difluoro-phenyl]-4,5-dimethyl-5-(trifluoromethyl)tetrahydrofuran-2-carbonyl]amino]-5-methyl-pyridine-2-carboxamide FC(OC1=C(C=CC(=C1F)F)[C@@H]1[C@H](O[C@@]([C@@H]1C)(C(F)(F)F)C)C(=O)NC1=CC(=NC=C1C)C(=O)N)F |o1:11,12,14,15|